COC(=O)[C@@H]1CC[C@H](CC1)N.FC=1C=C(C(=O)NCC2CCC(CC2)N2N=C3C=C(C=CC3=C2)OC)C=C(C1O)F 3,5-difluoro-4-hydroxy-N-{[(1r,4r)-4-(6-methoxy-2H-indazol-2-yl)cyclohexyl]methyl}benzamide trans-methyl-4-aminocyclohexanecarboxylate